NCCCNCCCNCCCNC(CCCCCCCC)CCC N-(3-amino-propyl)-N'-[3-(9-dodecylamino)propyl]-1,3-propanediamine